C(C)(C)(C)OC(N[C@@]1(CN(CC1)C1=C(C(=NC=C1C(N[C@@H](C)C1CC1)=O)C)Br)C)=O ((S)-1-(3-bromo-5-(((S)-1-cyclopropylethyl)carbamoyl)-2-methylpyridin-4-yl)-3-methylpyrrolidin-3-yl)carbamic acid tert-butyl ester